2-(2-bromophenoxy)phenyl-diazonium tetrafluoroborate F[B-](F)(F)F.BrC1=C(OC2=C(C=CC=C2)[N+]#N)C=CC=C1